The molecule is a tripeptide composed of L-phenylalanine, L-tryptophan, and L-alanine joined by peptide linkages. It has a role as a metabolite. It derives from a L-phenylalanine, a L-tryptophan and a L-alanine. C[C@@H](C(=O)O)NC(=O)[C@H](CC1=CNC2=CC=CC=C21)NC(=O)[C@H](CC3=CC=CC=C3)N